BrC=1C=NC(=C(C(=O)OCC)C1C)Cl ethyl 5-bromo-2-chloro-4-methylnicotinate